tert-Butyl 3-fluoro-1,4-dimethyl-2-oxo-1,2,5,7-tetrahydro-6H-pyrrolo[3,4-b]pyridine-6-carboxylate FC1=C(C2=C(N(C1=O)C)CN(C2)C(=O)OC(C)(C)C)C